C1(=CC=CC=C1)C=1N=CC(=NC1C1=CC=CC=C1)N(CCCCOCC(=O)O)C(C)C {4-[(5,6-diphenylpyrazin-2-yl)(prop-2-yl)amino]butoxy}-acetic acid